BrC=1SC=2N=CN=C(C2N1)N1CC2C(C1)CCC2 2-bromo-7-(hexahydrocyclopenta[c]pyrrol-2(1H)-yl)thiazolo[5,4-d]pyrimidine